N1=CC(=CC=C1)C(=O)N (pyridine-3-carboxamide)